5-amino-N-(3-cyano-1H-indol-7-yl)-1-(fluoromethyl)pyrazole-4-sulfonamide NC1=C(C=NN1CF)S(=O)(=O)NC=1C=CC=C2C(=CNC12)C#N